2-bromo-N-((6-cyclopropyl-8-(4-methylpiperazin-1-yl)-[1,2,4]triazolo[1,5-a]pyridin-2-yl)methyl)pyridin-4-amine BrC1=NC=CC(=C1)NCC1=NN2C(C(=CC(=C2)C2CC2)N2CCN(CC2)C)=N1